8-(1,1-dimethylethyl)-2,3-dihydro-4-(1H-indol-3-yl)-2-[(4-methylphenyl)sulfonyl]-1H-pyrrolo[3,4-c]quinoline CC(C)(C)C1=CC=2C3=C(C(=NC2C=C1)C1=CNC2=CC=CC=C12)CN(C3)S(=O)(=O)C3=CC=C(C=C3)C